6-(1H-indol-6-yl)-pyrimidin N1C=CC2=CC=C(C=C12)C1=CC=NC=N1